tert-butyl[2-(benzyloxy)ethyl][(1R)-1-(4-cyclopropyl-3,5-dimethoxyphenyl)ethyl]carbamate C(C)(C)(C)OC(N([C@H](C)C1=CC(=C(C(=C1)OC)C1CC1)OC)CCOCC1=CC=CC=C1)=O